C(#C)C1=CC(=NC=C1)NC(C)=O N-(4-ethynylpyridin-2-yl)acetamide